FC(C=1C=CC=2N(N1)C(=CN2)C2=NC=NC(=C2)SC)F 6-(difluoromethyl)-3-(6-methylthiopyrimidin-4-yl)imidazo[1,2-b]Pyridazine